2-Fluoro-5-(hydroxy(4,6,7-trifluoro-1-(triisopropylsilyl)-1H-indol-5-yl)methyl)benzonitrile FC1=C(C#N)C=C(C=C1)C(C=1C(=C2C=CN(C2=C(C1F)F)[Si](C(C)C)(C(C)C)C(C)C)F)O